C(C)(C)(C)OC(=O)N1CCC(CC1)N(C1CCN(CC1)C(=O)OCC1=CC=CC=C1)C benzyl 4-((1-(tert-butoxycarbonyl)piperidin-4-yl)(methyl)amino)piperidine-1-carboxylate